O=C1OC2(CNC2)CN1C1=NC2=C(OCC(N2)=O)N=C1 6-(6-oxo-5-oxa-2,7-diazaspiro[3.4]octan-7-yl)-4H-pyrazino[2,3-b][1,4]oxazin-3-one